C1(=CC=CC=C1)CCCC rac-4-phenylbutane